OC=1C=C(C=CC1)N1CC(C1)N1CCN(CC1)C(=O)OC(C)(C)C tert-butyl 4-[1-(3-hydroxyphenyl)azetidin-3-yl]piperazine-1-carboxylate